N-(5-(Tert-butyl)isoxazol-3-yl)-6-(imidazo[1,2-a]pyridin-3-carbonyl)-4,5,6,7-tetrahydrothieno[2,3-c]pyridin-3-carboxamid C(C)(C)(C)C1=CC(=NO1)NC(=O)C1=CSC=2CN(CCC21)C(=O)C2=CN=C1N2C=CC=C1